[C@H]1([C@H](C([C@H]([C@H](C1OP(=O)(O)O)O)OP(=O)(O)O)OP(=O)(O)O)OP(=O)(O)O)O The molecule is a myo-inositol tetrakisphosphate having the four phosphates placed in the 1-, 3-, 4- and 5-positions. It has a role as a mouse metabolite. It derives from a myo-inositol. It is a conjugate acid of a 1D-myo-inositol 1,3,4,5-tetrakisphosphate(8-).